CC1=NC2=C(N1CCOCCCOS(=O)(=O)C)C=CC=C2C(=O)OC methyl 2-methyl-1-(2-(3-((methylsulfonyl)oxy)propoxy)ethyl)-1H-benzo[d]imidazole-4-carboxylate